NC=1C2=C(N=C(N1)C)C(=CC(=N2)C=2C=C(C=CC2)C#C[C@]2(C(N(CC2)C)=O)O)C (R)-3-((3-(4-Amino-2,8-dimethylpyrido[3,2-d]pyrimidin-6-yl)phenyl)ethynyl)-3-hydroxy-1-methylpyrrolidin-2-one